L-α-Glutamine N[C@@H](CCC(=O)O)C(N)=O